COC=1C=C2C(=C3C(=NC2=CC1OC)CCCCC3)NC3CCNCC3 N-{2,3-dimethoxy-6H,7H,8H,9H,10H-cyclohepta[b]quinolin-11-yl}piperidin-4-amine